FC(C1=NC=2N(C=C1)N=CC2C2=CC(=NC=N2)N2CCNC(CC2)=O)(F)F 1-[6-[5-(trifluoromethyl)pyrazolo[1,5-a]pyrimidin-3-yl]pyrimidin-4-yl]-1,4-diazepan-5-one